tri-propyl-amine C(CC)N(CCC)CCC